C1(CCC1)N1C=NC(=C1)C1=C(C=CC(=C1)NC1=NC=C(C=C1)C(F)(F)F)S(=O)(=O)NC (1-cyclobutylimidazol-4-yl)-N-methyl-4-[[5-(trifluoromethyl)-2-pyridinyl]amino]benzenesulfonamide